O-methyl-2-aminoadenosine CO[C@H]1[C@@H](O[C@@H]([C@H]1O)CO)N1C=NC=2C(N)=NC(=NC12)N